2-thiophenesulfonyl-2-thiophenol S1C(=CC=C1)S(=O)(=O)C1(SC=CC1)O